C(C)(C)(C)OC(NC=1C=C(C=C2C=C(N=NC12)NC(NC(C)C)=O)C=1C=NC=CC1CC)=O.ClC1=C(C=C(C=C1)C1=NN(C(=N1)CC)CC(=O)NCC1=CC(=CC(=C1)Cl)Cl)F 2-(3-(4-chloro-3-fluorophenyl)-5-ethyl-1H-1,2,4-triazol-1-yl)-N-(3,5-dichlorobenzyl)acetamide tert-butyl-N-[6-(4-ethyl-3-pyridyl)-3-(isopropylcarbamoylamino)cinnolin-8-yl]carbamate